Cl.CC1NCCC(C1)C1=CN=NN1 2-methyl-4-(1H-1,2,3-triazol-5-yl)piperidine-HCl